FC=1C(=CC=CC1N1CC2=C(CCC1)C=C(C=C2)F)C 3-fluoro-4-(7-fluoro-1,3,4,5-tetrahydro-2H-benzo[c]azepine-2-yl)-2-methylbenzene